Cl.ClC=1C=NC(=NC1)N1CCC(CC1)N 1-(5-chloropyrimidin-2-yl)piperidin-4-ylamine hydrochloride